guanosine di-phosphate P(=O)(O)(O)O.P(=O)(O)(O)O.[C@@H]1([C@H](O)[C@H](O)[C@@H](CO)O1)N1C=NC=2C(=O)NC(N)=NC12